7E,9E,11Z,13E-eicosatetraenoic acid C(C=CC=C\C=C\C=C\CCCCCCCCCCC)(=O)O